C(CCC)N(CCCC)CCCC trinormal butyl-amine